2-(4-((5-Cyclopropyl-3-(3,5-dichloropyridin-4-yl)isoxazol-4-yl)methoxy)bicyclo[2.2.2]octan-1-yl)-4-fluorobenzo[d]thiazol C1(CC1)C1=C(C(=NO1)C1=C(C=NC=C1Cl)Cl)COC12CCC(CC1)(CC2)C=2SC1=C(N2)C(=CC=C1)F